tripentyltrimellitate C(CCCC)C=1C(=C(C(=C(C1C(=O)[O-])C(=O)[O-])CCCCC)C(=O)[O-])CCCCC